FC1=CC2=C(CN(CC=C2)C2=CC(=C(C(=C2)C)NC(CC(C)(C)C)=O)C)C=C1 N-(4-(7-fluoro-1,3-dihydro-2H-benzo[c]azepin-2-yl)-2,6-dimethylphenyl)-3,3-dimethylbutyramide